2-(5-(3,5-dichloro-4-fluorophenyl)-5-(trifluoromethyl)-4,5-dihydroisoxazol-3-yl)-N-(oxetan-3-yl)-2,3-dihydro-1H-pyrrolo[3,4-c]pyridine-6-carboxamide ClC=1C=C(C=C(C1F)Cl)C1(CC(=NO1)N1CC=2C=NC(=CC2C1)C(=O)NC1COC1)C(F)(F)F